OC1C([C@@H](O[C@@H]1CON=C1CCOCC1)N1C(NC(C=C1)=O)=O)OC 1-[(2R,5R)-4-hydroxyl-3-methoxy-5-[(tetrahydropyran-4-ylideneamino)oxymethyl]tetrahydrofuran-2-yl]pyrimidine-2,4-dione